4-(3'-acetamido-[1,1'-biphenyl]-4-yl)-1H-1,2,3-triazole-5-carboxylic acid C(C)(=O)NC=1C=C(C=CC1)C1=CC=C(C=C1)C=1N=NNC1C(=O)O